3-[4-[1-(4-Piperidyl)-4-piperidyl]anilino]piperidine-2,6-dione dihydrochloride Cl.Cl.N1CCC(CC1)N1CCC(CC1)C1=CC=C(NC2C(NC(CC2)=O)=O)C=C1